C(C1CO1)OC[Si](Cl)(Cl)CCC (epoxypropoxy)-propyl-methyl-dichlorosilane